ClC=1C=C(C(=NC1)N1C([C@H](N(C(C1)=O)CC1=CC=C(C=C1)C)C12CC(C1)(C2)C(=O)N)=O)F (R)-3-(4-(5-chloro-3-fluoropyridin-2-yl)-1-(4-methylbenzyl)-3,6-dioxopiperazin-2-yl)-bicyclo[1.1.1]pentane-1-carboxamide